2,2,4-tri-methylpentane-diol CC(C(O)O)(CC(C)C)C